N1C(=NC2=C1C=CC=C2N)N 1H-benzo[d]imidazole-2,4-diamine